CC(CN1CC2(C1)CCS(CC2)(=O)=O)(C)OC2=CC=C(C=C2)C(F)(F)F 2-(2-methyl-2-(4-(trifluoromethyl)phenoxy)propyl)-7-thia-2-azaspiro[3.5]nonane 7,7-dioxide